D-mannuronate O=C[C@@H](O)[C@@H](O)[C@H](O)[C@H](O)C(=O)[O-]